ClC1=C(C=C(S1)S(=O)(=O)NC(NC1=C(C(=CC=C1C(C)C)Cl)C(C)C)=O)C(C)(C)O 5-chloro-N-(3-chloro-2,6-diisopropylphenylcarbamoyl)-4-(2-hydroxypropan-2-yl)thiophene-2-sulfonamide